ClN([C@@H](C)C(=O)O)C1=CC=CC=C1 chlorophenyl-alanine